N1=CC(=CC2=CC=CC=C12)C1=C(N=C2C(=N1)NN=N2)CC=2C=C1C=C(C=NC1=CC2)C=2C=NC1=CC=CC=C1C2 6-(6-(quinolin-3-yl)-[1,2,3]triazolo[4,5-b]pyrazinylmethyl)-[3,3']biquinoline